(S)-4-((2-((1,3-dimethyl-1H-pyrazol-5-yl)oxy)ethyl)(4-(5,6,7,8-tetrahydro-1,8-naphthyridin-2-yl)butyl)amino)-2-(2-phenylacetamido)butanoic acid CN1N=C(C=C1OCCN(CC[C@@H](C(=O)O)NC(CC1=CC=CC=C1)=O)CCCCC1=NC=2NCCCC2C=C1)C